2-fluoro-5-(4,4,4-trifluorobutanoyl)-5,10-dihydro-11H-dibenzo[b,e][1,4]diazepin-11-one FC1=CC2=C(N(C3=C(NC2=O)C=CC=C3)C(CCC(F)(F)F)=O)C=C1